CC1(N(C[C@H](C1)C)C1=NC=CC=C1C(=O)N)C 2-[(4S)-2,2,4-trimethylpyrrolidin-1-yl]pyridin-3-carboxamid